CN1C(=NN=C1)C1C2CN(CC12)C1=C(C#N)C=CC=C1C=1C=NC=CC1 2-(6-(4-methyl-4H-1,2,4-triazol-3-yl)-3-azabicyclo[3.1.0]hexane-3-yl)-3-(pyridin-3-yl)benzonitrile